(R)-3-((4,5-dicyclopropyl-6-(2-(ethoxymethoxy)-4-ethynylphenyl)pyridazin-3-yl)amino)piperidin C1(CC1)C1=C(N=NC(=C1C1CC1)C1=C(C=C(C=C1)C#C)OCOCC)N[C@H]1CNCCC1